2,5-benzoxazocine C1OC=CN=CC2=C1C=CC=C2